FC1=CC=C(C=C1)C1=NC(=CC(=C1)C(C)(C)NC(OCC1=CC=CC=C1)=O)OC1[C@@H]2CN(C[C@H]12)C(=O)C=1C=C(C=2N(C1)C=C(N2)C)C(F)(F)F benzyl (2-(2-(4-fluorophenyl)-6-(((1R,5S,6s)-3-(2-methyl-8-(trifluoromethyl)imidazo[1,2-a]pyridine-6-carbonyl)-3-azabicyclo[3.1.0]hexan-6-yl)oxy)pyridin-4-yl)propan-2-yl)carbamate